O1CCN(CC1)C=1C=C(C=CC1)CCC(=O)O 3-(3-morpholinophenyl)propionic acid